(R)-5-(2-(2,5-difluorophenyl)pyrrolidin-1-yl)-N-(2-methyl-1-morpholinopropan-2-yl)pyrazolo[1,5-a]pyrimidine-3-carboxamide FC1=C(C=C(C=C1)F)[C@@H]1N(CCC1)C1=NC=2N(C=C1)N=CC2C(=O)NC(CN2CCOCC2)(C)C